C(#N)C=1C2=C(N(N=C2C=C(C1)C=1C=NN(C1)CC(C)(C)O)C)C1=CC(=C(C(=O)NCC2(CC2)F)C(=C1)OC)OC(F)F 4-[4-cyano-6-[1-(2-hydroxy-2-methylpropyl)pyrazol-4-yl]-2-methylindazol-3-yl]-2-(difluoromethoxy)-N-[(1-fluorocyclopropyl)methyl]-6-methoxybenzamide